C(C)(C)(C)OC(=O)N1CC(CC1)C1=CC(=C(C=C1)C(=C)OCC)F 3-(4-(1-ethoxyvinyl)-3-fluorophenyl)pyrrolidine-1-carboxylic acid tert-butyl ester